4-(4-(4-(4,4,5,5-tetramethyl-1,3,2-dioxaborolan-2-yl)benzoyl)piperazin-1-yl)benzonitrile CC1(OB(OC1(C)C)C1=CC=C(C(=O)N2CCN(CC2)C2=CC=C(C#N)C=C2)C=C1)C